C(C)(C)(C)OC(=O)N1CCCC(CCC1)(O)C1=CC=C(C=C1)C1=CC(=CC2=CC(=CC=C12)C1=CC=C(C=C1)C(F)(F)F)C(=O)O 4-(4-(1-(tert-Butoxycarbonyl)-5-hydroxyazacyclooctan-5-yl)phenyl)-7-(4-(trifluoromethyl)phenyl)-2-naphthoic acid